BrC1=NC=C(C=C1Br)Br 2,3,5-tribromopyridine